2-[4-[12-(4-pyrimidin-2-ylpiperazin-1-yl)dodecyl]piperazin-1-yl]pyrimidineAt N1=C(N=CC=C1)N1CCN(CC1)CCCCCCCCCCCCN1CCN(CC1)C1(NC=CC=N1)C(=O)[O-]